(R)-(2-((5-chloro-2-((1-(2-(piperidin-4-yl)ethyl)pyrrolidin-3-yl)amino)pyrimidin-4-yl)amino)phenyl)dimethylphosphine oxide ClC=1C(=NC(=NC1)N[C@H]1CN(CC1)CCC1CCNCC1)NC1=C(C=CC=C1)P(C)(C)=O